P-(4-(5-(chlorodifluoromethyl)-1,2,4-oxadiazol-3-yl)-2-fluorophenyl)-P-methyl-N-(p-tolyl)phosphinic amide ClC(C1=NC(=NO1)C1=CC(=C(C=C1)P(NC1=CC=C(C=C1)C)(=O)C)F)(F)F